CC(C)([Si](OCCOCCOCCOCCC1=C(C=CC(=C1)C)S(=O)(=O)OCCOC1=C(C=CC=C1)C1=CC=CC=C1)(C)C)C 2-[(2-phenyl)phenoxy]ethanol 2,2,3,3-tetramethyl-4,7,10,13-tetraoxa-3-silapentadecan-15-yl-4-methylbenzenesulfonate